C(=O)(OCC1C2=CC=CC=C2C2=CC=CC=C12)C(C(=O)O)C(C1=C(C=CC=C1)[N+](=O)[O-])N fmoc-3-amino-3-(2-nitrophenyl)propionic acid